FC1(OC2=C(O1)C=CC(=C2)[C@H](C)OC=2C=C(C=CC2F)N2N=C(C=1CCC[C@@H](C21)OC21CC(C2)(C1)C(=O)O)C(F)(F)F)F 3-[[(7S)-1-[3-[(1S)-1-(2,2-difluoro-1,3-benzodioxol-5-yl)ethoxy]-4-fluoro-phenyl]-3-(trifluoromethyl)-4,5,6,7-tetrahydroindazol-7-yl]oxy]bicyclo[1.1.1]pentane-1-carboxylic acid